ethyl-3,2-dimethyl-pentanoic acid methyl ester COC(C(C(CC)C)(C)CC)=O